S(=O)(=O)(O)C(C(=O)[O-])CC(=O)[O-].[Na+].[Mg+2] magnesium monosodium sulfosuccinate